2-((S)-1-((R)-aziridine-2-carbonyl)-4-(7-(5-methyl-1H-indazol-4-yl)-2-(((S)-1-methylpyrrolidin-2-yl)methoxy)-5,6,7,8-tetrahydropyrido[3,4-d]pyrimidin-4-yl)piperazin-2-yl)acetonitrile N1[C@H](C1)C(=O)N1[C@H](CN(CC1)C=1C2=C(N=C(N1)OC[C@H]1N(CCC1)C)CN(CC2)C2=C1C=NNC1=CC=C2C)CC#N